C(#N)C1=CC=C(C=C1)N1N=CC(=C1)[C@@H](C(=O)NC1=CC(=NN1)C1CC1)C (S)-2-(1-(4-cyanophenyl)-1H-pyrazol-4-yl)-N-(3-cyclopropyl-1H-pyrazol-5-yl)propanamide